CN(CCCC[C@@H](C(N(C)C)=O)NC(=O)CNC(=O)C1=CC2=C(N(C(=N2)NC=2SC3=C(N2)C=CC(=C3)C(F)(F)F)C)C=C1)C 1-Methyl-2-(6-trifluoromethyl-benzothiazol-2-ylamino)-1H-benzoimidazole-5-carboxylic acid [((S)-5-dimethylamino-1-dimethylcarbamoyl-pentylcarbamoyl)-methyl]-amide